FC(OC1=CC=C(C=N1)C1=CN=C(C(=N1)C(=O)NOCC1=C(C=CC(=C1)OC)F)F)F 6-(6-(difluoromethoxy)pyridin-3-yl)-3-fluoro-N-((2-fluoro-5-methoxybenzyl)oxy)pyrazine-2-carboxamide